ClC1=C2C(=C(N=N1)NC1CN(CCC1)C)C=NC=C2 1-chloro-N-(1-methylpiperidin-3-yl)pyrido[3,4-d]pyridazin-4-amine